[Si](C)(C)(C(C)(C)C)OCC1=CC2=NC=CC(=C2S1)C=1C=C(C=C2C3(CCN(C12)C1CN(C1)C(=O)OC(C)(C)C)CC3)Cl tert-butyl 3-(8'-(2-(((tert-butyldimethylsilyl)oxy)methyl)thieno[3,2-b]pyridin-7-yl)-6'-chloro-2',3'-dihydro-1'H-spiro[cyclopropane-1,4'-quinolin]-1'-yl)azetidine-1-carboxylate